Cl.NC1=C(C=C(C=C1)C=1C=2C(N=C(N1)NC1CCC(CC1)N(C)C)=C(C(NC2)=O)C)F (4-amino-3-fluorophenyl)-2-(((1r,4r)-4-(dimethylamino)cyclohexyl)amino)-8-methylpyrido[4,3-d]pyrimidin-7(6H)-one HCl salt